BrCC1=C(C=CC(=C1)F)C1=CC=C(C=C1)C1CC1 2-(bromomethyl)-4'-cyclopropyl-4-fluoro-1,1'-biphenyl